(S)-3-(9-((4-(aminomethyl)phenyl)carbamoyl)-5-methyl-4,5-dihydrobenzo[b]thieno[2,3-d]oxepin-8-yl)-6-(propylcarbamoyl)picolinic acid NCC1=CC=C(C=C1)NC(=O)C1=CC2=C(O[C@H](CC3=C2SC=C3)C)C=C1C=1C(=NC(=CC1)C(NCCC)=O)C(=O)O